3-((5-(4-Fluoro-3-hydroxyphenyl)isoxazol-3-yl)methyl)-2,7-dimethyl-5,6,7,8-tetrahydropyrido[3,4-d]pyrimidin-4(3H)-one FC1=C(C=C(C=C1)C1=CC(=NO1)CN1C(=NC2=C(C1=O)CCN(C2)C)C)O